4-(2-fluoro-6-methoxyphenyl)-N-[5-(lithiocarbonyl)-1,3,4-thiadiazol-2-yl]-6-methylpyridine-3-carboxamide FC1=C(C(=CC=C1)OC)C1=C(C=NC(=C1)C)C(=O)NC=1SC(=NN1)C(=O)[Li]